1-(3-fluoro-4-methyl-phenyl)propan-1-one FC=1C=C(C=CC1C)C(CC)=O